C1=CC=C2C=CC=CC=C12.[Cr] chromium (0) azulene